CNC1CCC(CC1)NC 1,4-bis(methylamino)-cyclohexane